FC(C1=NC=CC(=C1)C1=NOC(=C1)C(C)N1C(C2=CC=CC=C2C1=O)=O)(F)F 2-[1-[3-[2-(trifluoromethyl)-4-pyridyl]isoxazol-5-yl]ethyl]isoindoline-1,3-dione